C(C)N1N=C(C2=C1C(NCC1(CCOCC1)C2)=O)C[C@H](COC(C2=CC(=CC=C2)C(=O)N2CCCCC2)=O)C 3-(Piperidine-1-carbonyl)benzoic acid [(2R)-3-(1-ethyl-8-oxo-spiro[6,7-dihydro-4H-pyrazolo[3,4-c]azepin-5,4'-tetrahydropyran]-3-yl)-2-methyl-propyl] ester